ClC=1C=C(C=CC1)N1N=CC2C1NC(=NC2=O)S 1-(3-chlorophenyl)-6-mercapto-1,3a,7,7a-tetrahydro-4H-pyrazolo[3,4-d]pyrimidin-4-one